1-amino-4-(methylhydrotelluro-methyl)benzene NC1=CC=C(C=C1)C([TeH])C